ClC1=NN2C(N=CC(=C2[C@H]([C@H](C)OC)OC)NC(=O)NC=2C=NC(=C(C2)C#N)N2N=CC=N2)=C1 1-(2-chloro-7-((1r,2s)-1,2-dimethoxypropyl)pyrazolo[1,5-a]pyrimidin-6-yl)-3-(5-cyano-6-(2H-1,2,3-triazol-2-yl)pyridin-3-yl)urea